C(#N)C1=CC=2N(N=C1)C(=CC2)C2=CC(=C(C=N2)C2=NN=C(S2)N2[C@H](CC(CC2)NC(C)=O)C)NC(C)C N-((2S)-1-(5-(6-(3-cyanopyrrolo[1,2-b]pyridazin-7-yl)-4-(isopropylamino)pyridin-3-yl)-1,3,4-thiadiazol-2-yl)-2-methylpiperidin-4-yl)acetamide